N-[(1S)-1-[(1S)-6-bromoindan-1-yl]-2-[4-(3-methylimidazol-4-yl)anilino]-2-oxo-ethyl]-2-methyl-pyrazole-3-carboxamide BrC1=CC=C2CC[C@@H](C2=C1)[C@@H](C(=O)NC1=CC=C(C=C1)C=1N(C=NC1)C)NC(=O)C=1N(N=CC1)C